N1(CCOCC1)C(=O)C=1C=C(OC2=C3CC[C@H](C3=CC=C2[N+](=O)[O-])OP(=O)N2CC2)C=CC1 (aziridin-1-yl)phosphinic acid (R)-4-(3-(morpholine-4-carbonyl) phenoxy)-5-nitro-2,3-dihydro-1H-inden-1-yl ester